NC1=C(C(=O)OC)C=C(C(=C1N)Br)F Methyl 2,3-diamino-4-bromo-5-fluorobenzoate